C(C)(C)(C)OC(=O)N1C(=CC=2C1=NC(=CC2)NC(=O)C2=CC(=NN2C)C(=O)OC)C2=C(C=CC=C2)C(F)(F)F 6-(3-(methoxycarbonyl)-1-methyl-1H-pyrazole-5-carboxamido)-2-(2-(trifluoromethyl)phenyl)-1H-pyrrolo[2,3-b]pyridine-1-carboxylic acid tert-butyl ester